FC1=NC(=C2N=CN(C2=N1)C1OCCCC1)NCC1=CC=CO1 Fluoro-6-furfurylamino-9-(tetrahydro-2H-pyran-2-yl)-9H-purine